N,N'-diethyl-N,N'-dimethylethane-1,2-diamine C(C)N(CCN(C)CC)C